BrC1=NC(=C(C=C1OC)[N+](=O)[O-])Br 2,6-dibromo-3-methoxy-5-nitro-pyridine